ClC=1C=C(NC2=NC=C(C=N2)C=2C=C(C=NC2)N[C@@H]2CN(CC2)C(=O)OC(C)(C)C)C=CC1 tert-butyl (3S)-3-[[5-[2-(3-chloroanilino)pyrimidin-5-yl]-3-pyridyl]amino]pyrrolidine-1-carboxylate